3-[7-[2-[1-(4-nitrophenyl)-4-piperidyl]-2,8-diazaspiro[4.5]decan-8-yl]-1-oxo-phthalazin-2-yl]piperidine-2,6-dione [N+](=O)([O-])C1=CC=C(C=C1)N1CCC(CC1)N1CC2(CC1)CCN(CC2)C2=CC=C1C=NN(C(C1=C2)=O)C2C(NC(CC2)=O)=O